C(C)(=O)C1=CC(=NC=2CCCCC12)C(=O)OC methyl 4-acetyl-5,6,7,8-tetrahydro-2-quinolinecarboxylate